N1=CC=CC2=CC(=NC=C12)NC(=O)[C@@H]1CN(CC1)C(=O)OC(C)(C)C tert-butyl (S)-3-((1,7-naphthyridin-6-yl)carbamoyl)pyrrolidine-1-carboxylate